ClC1=C(C(=O)OC)C=C(C(=C1)F)N Methyl 2-chloro-4-fluoro-5-aminobenzoate